(R)-N-(3-(1-((2-amino-5-chloropyridin-3-yl)oxy)ethyl)-phenyl)quinoline-3-carboxamide NC1=NC=C(C=C1O[C@H](C)C=1C=C(C=CC1)NC(=O)C=1C=NC2=CC=CC=C2C1)Cl